N-(4-(6-(tert-butylsulfonyl)-7-methoxyimidazo[1,2-a]pyridin-3-yl)-6-fluoropyridin-2-yl)propane-1-sulfonamide C(C)(C)(C)S(=O)(=O)C=1C(=CC=2N(C1)C(=CN2)C2=CC(=NC(=C2)F)NS(=O)(=O)CCC)OC